C(=O)(O)C(C)C(CCC[C@H](N)C(=O)O)N epsilon-(1-carboxyethyl)lysine